6-(2-hydroxy-2-methylpropyloxy)-4-(6-(piperazin-1-yl)pyridin-3-yl)pyrazolo[1,5-a]pyridine-3-carbonitrile OC(COC=1C=C(C=2N(C1)N=CC2C#N)C=2C=NC(=CC2)N2CCNCC2)(C)C